(1R,2R)-1-(3-bromophenyl)-2-(4-(methoxycarbonyl)phenyl)cyclopropane-1-carboxylic acid BrC=1C=C(C=CC1)[C@@]1([C@H](C1)C1=CC=C(C=C1)C(=O)OC)C(=O)O